N4-(3-methoxyphenyl)-5-methyl-N2-(1-(1-methylpiperidin-4-yl)-1H-pyrazol-4-yl)thieno[2,3-d]pyrimidine-2,4-diamine COC=1C=C(C=CC1)NC=1C2=C(N=C(N1)NC=1C=NN(C1)C1CCN(CC1)C)SC=C2C